(S,R/S)-4-(hydroxymethyl)-2-(2-hydroxypropan-2-yl)-N'-((3-methyl-1,2,3,5,6,7-hexa-hydrodicyclopenta[b,e]pyridin-8-yl)carbamoyl)thiazole-5-sulfonimidamide OCC=1N=C(SC1[S@](=O)(N)=NC(NC1=C2C(=NC3=C1CCC3)[C@@H](CC2)C)=O)C(C)(C)O |&1:22|